di(2-ethylhexyl) hexahydrophthalate C(C1C(C(=O)OCC(CCCC)CC)CCCC1)(=O)OCC(CCCC)CC